4-Bromomethylphthalate BrCC=1C=C(C(C(=O)[O-])=CC1)C(=O)[O-]